tert-butyl (1R,5S)-3-{7-chloro-8-fluoro-2-[2-(4-{[2-(trimethylsilyl)ethoxy]carbonyl} piperazin-1-yl)ethoxy]pyrido[4,3-d]pyrimidin-4-yl}-3,8-diazabicyclo[3.2.1]octane-8-carboxylate ClC1=C(C=2N=C(N=C(C2C=N1)N1C[C@H]2CC[C@@H](C1)N2C(=O)OC(C)(C)C)OCCN2CCN(CC2)C(=O)OCC[Si](C)(C)C)F